2-methyl-N-((2-methyl-2H-pyrazolo[4,3-c]pyridin-6-yl)methylene)propane-2-sulfinamide CC(C)(C)S(=O)N=CC1=CC=2C(C=N1)=CN(N2)C